(S)-6,8-dibromo-7-((4-bromobenzyl)oxy)-N-((4-chloro-3-nitrophenyl)sulfonyl)-2-(4-cyanobenzyl)-1,2,3,4-tetrahydroisoquinoline-3-carboxamide BrC=1C=C2C[C@H](N(CC2=C(C1OCC1=CC=C(C=C1)Br)Br)CC1=CC=C(C=C1)C#N)C(=O)NS(=O)(=O)C1=CC(=C(C=C1)Cl)[N+](=O)[O-]